N[C@@]1(CN(CCC1)C1=CC(=NC=C1C=1C=NN(C1)CC(F)(F)F)NC1=CC=C2C(=N1)N(N=C2)C(C)C)C (S)-N-(4-(3-amino-3-methylpiperidin-1-yl)-5-(1-(2,2,2-trifluoroethyl)-1H-pyrazol-4-yl)pyridin-2-yl)-1-isopropyl-1H-pyrazolo[3,4-b]pyridin-6-amine